6-Fluoro-N-(1-methylcyclopropyl)-4-oxo-4,9-dihydro-3H-pyrimido[4,5-b]indole-7-sulfonamide FC=1C=C2C3=C(NC2=CC1S(=O)(=O)NC1(CC1)C)N=CNC3=O